C(C)OC(CC(C1CCOCC1)=O)=O 3-oxo-3-(tetrahydro-pyran-4-yl)-propionic acid ethyl ester